N-[4-[(5Z)-5-[(3,4-dihydroxy-5-nitrophenyl)methylene]-2,4-dioxo-thiazolidin-3-yl]butyl]-6-(2-methoxyphenyl)-N-methyl-6-oxo-hexanamide OC=1C=C(C=C(C1O)[N+](=O)[O-])\C=C/1\C(N(C(S1)=O)CCCCN(C(CCCCC(=O)C1=C(C=CC=C1)OC)=O)C)=O